C(CC)C1=CC2=C(O[C@H](O2)C(C)=O)C=C1 |r| (+-)-1-(5-propyl-1,3-benzodioxolan-2-yl)ethanone